C(C=C)(=O)OC12CCCC(CC1)C2 bicyclo[3.2.1]octyl acrylate